CC1=CC=C(C=C1)NN.Cl P-tolylhydrazine hydrochloride